Ethyl cinnamoyl-L-phenylalaninate C(C=CC1=CC=CC=C1)(=O)N[C@@H](CC1=CC=CC=C1)C(=O)OCC